3-methylcyclopenta-1,3-diene-1-carboxylic acid CC=1C=C(CC1)C(=O)O